6-[[5-(3-ethyl-1,2,4-oxadiazol-5-yl)-4-[[(1S)-2-hydroxy-1-phenyl-ethyl]amino]pyrimidin-2-yl]amino]-2-methyl-3,4-dihydroisoquinolin-1-one C(C)C1=NOC(=N1)C=1C(=NC(=NC1)NC=1C=C2CCN(C(C2=CC1)=O)C)N[C@H](CO)C1=CC=CC=C1